tert-butyl 4-[4-[4-[2-[tert-butyl(dimethyl)silyl]oxy-1-(5-fluoro-2-pyridyl)ethoxy]-3-cyano-pyrazolo[1,5-a]pyridin-6-yl]-5-methyl-pyrazol-1-yl]piperidine-1-carboxylate [Si](C)(C)(C(C)(C)C)OCC(OC=1C=2N(C=C(C1)C=1C=NN(C1C)C1CCN(CC1)C(=O)OC(C)(C)C)N=CC2C#N)C2=NC=C(C=C2)F